Tert-Butyl 3-(dispiro[2.0.2.1]heptan-7-ylmethoxy)-1H-pyrazole-1-carboxylate C1CC12C1(CC1)C2COC2=NN(C=C2)C(=O)OC(C)(C)C